(R)-(3-fluoropyridin-4-yl)(4-methyl-7-azabicyclo[2.2.1]heptan-1-yl)-methanol FC=1C=NC=CC1[C@@H](O)C12CCC(CC1)(N2)C